C1(CC1)C(O)C1=C(C(=NC=C1)F)C cyclopropyl-(2-fluoro-3-methylpyridin-4-yl)methanol